C(C)(C)(C)OC([C@H](CCC(=O)NCCOCCOCC(=O)O)NC(=O)OCC1C2=CC=CC=C2C=2C=CC=CC12)=O 2-[2-[2-[[(4S)-5-tert-butoxy-4-(9H-fluoren-9-ylmethoxycarbonylamino)-5-oxo-pentanoyl]amino]ethoxy]ethoxy]acetic acid